6-cyano-2-morpholin-4-ylnicotinamide C(#N)C1=NC(=C(C(=O)N)C=C1)N1CCOCC1